ClC1=CC=C(C=C1)C1=CC=2C3=C(NC2C=C1)CCN(C3)C(=O)C3=CC=CC=C3 (8-(4-chlorophenyl)-1,3,4,5-tetrahydro-2H-pyrido[4,3-b]indol-2-yl)(phenyl)methanone